CC1=C[C@H]2[C@H]([C@@H]([C@@H]3[C@@H]1CC[C@@]3(C)O)OC(=O)C)C(=C)C(=O)O2 The molecule is a sesquiterpene lactone that is 3a,4,4a,5,6,7,7a,9a-octahydroazuleno[6,5-b]furan-2(3H)-one substituted by a hydroxy group at position 5, methyl groups at positions 5 and 8, a methylidene group at position 3 and an acetoxy group at position 4. It has been isolated from the aerial parts of Inula hupehensis. It has a role as a metabolite and a plant metabolite. It is a sesquiterpene lactone, a gamma-lactone, an acetate ester, an organic heterotricyclic compound and a tertiary alcohol.